2-(4-Fluoro-2-methylphenoxy)-N-(6-oxo-1,6-dihydropyridazin-4-yl)-4-(trifluoromethyl)benzamide FC1=CC(=C(OC2=C(C(=O)NC=3C=NNC(C3)=O)C=CC(=C2)C(F)(F)F)C=C1)C